C1(CC1)C=1C(=C(C(=C(C1)C(C(=O)O)N1C[C@@H](CC1)N(CCCCCC1=NC=2NCCCC2C=C1)C)OC)F)F 2-(5-cyclopropyl-3,4-difluoro-2-methoxyphenyl)-2-((R)-3-(methyl(5-(5,6,7,8-tetrahydro-1,8-naphthyridin-2-yl)pentyl)amino)pyrrolidin-1-yl)acetic acid